ClC1=CC=C(C=C1)C(=O)N1[C@@H](C=2N(CC1)C(=NN2)C=2SC1=C(N2)C=CC=C1C)C (R)-(4-Chlorophenyl)(8-methyl-3-(7-methylbenzo[d]thiazol-2-yl)-5,6-dihydro-[1,2,4]triazolo[4,3-a]pyrazin-7(8H)-yl)methanone